tert-butyl 3-(2-(4-methoxyphenyl)hydrazine-1-carbonyl)piperidine-1-carboxylate COC1=CC=C(C=C1)NNC(=O)C1CN(CCC1)C(=O)OC(C)(C)C